C(#N)C1=CNC2=C(C=CC(=C12)C)NS(=O)(=O)C=1C=NN(C1)C1CCCC1 N-(3-Cyano-4-methyl-1H-indol-7-yl)-1-cyclopentyl-pyrazol-4-sulfonamid